NC1CCC(CC1)N 1,4-di-amino-cyclohexane